dihydroxycyclopentadienyl-cobalt O[Co](C1C=CC=C1)O